5-CYCLOPROPOXY-6-FORMYLPICOLINIC ACID C1(CC1)OC=1C=CC(=NC1C=O)C(=O)O